(3aR,5s,6aS)-N-[6-(1,3-dimethylpyrazol-4-yl)pyridazin-3-yl]-2-(2,3,3-trimethylbutyl)-3,3a,4,5,6,6a-hexahydro-1H-cyclopenta[c]pyrrol-5-amine CN1N=C(C(=C1)C1=CC=C(N=N1)NC1C[C@@H]2[C@@H](CN(C2)CC(C(C)(C)C)C)C1)C